C1(=CC=CC=C1)P(C1=C(N)C=CC=C1)C1=CC=CC=C1 2-(diphenylphosphino)aniline